C(C)(=O)NC=1C=C(C=CC1)CCC(=O)O 3-(3-acetamidophenyl)propionic acid